methyl N-[5-[6-[(4-fluoro-3-methoxy-phenyl)-methyl-carbamoyl]-2,8-dimethyl-imidazo[1,2-a]pyrazin-3-yl]-2-pyridyl]carbamate FC1=C(C=C(C=C1)N(C(=O)C=1N=C(C=2N(C1)C(=C(N2)C)C=2C=CC(=NC2)NC(OC)=O)C)C)OC